choline lauroyl chloride C(CCCCCCCCCCC)(=O)Cl.OCC[N+](C)(C)C